BrC1=NN2C(C=CC=C2)=N1 2-bromo[1,2,4]triazolo[1,5-a]pyridine